methyl 5-acetylpicolinate C(C)(=O)C=1C=CC(=NC1)C(=O)OC